2-{3-[(4-methanesulfonyl-phenyl)amino]prop-1-yn-1-yl}-N-[1-(3-methanesulfonylpropyl)piperidin-4-yl]-1-(2,2,2-trifluoroethyl)-1H-indol-4-amine CS(=O)(=O)C1=CC=C(C=C1)NCC#CC=1N(C=2C=CC=C(C2C1)NC1CCN(CC1)CCCS(=O)(=O)C)CC(F)(F)F